FC=1C(=CC(=C2NC(C=3N(C12)C(=NN3)C)(C)C)C(C)(C)O)C=3C=C(C=C1C(=CNC31)C)F 2-[9-Fluoro-8-(5-fluoro-3-methyl-1H-indol-7-yl)-1,4,4-trimethyl-5H-[1,2,4]triazolo[4,3-a]quinoxalin-6-yl]-propan-2-ol